2,4,6-tris(4-(4-aminophenoxy)phenyl)pyridine NC1=CC=C(OC2=CC=C(C=C2)C2=NC(=CC(=C2)C2=CC=C(C=C2)OC2=CC=C(C=C2)N)C2=CC=C(C=C2)OC2=CC=C(C=C2)N)C=C1